tert-Butyl 1-(3-methyl-2,6-dioxo-2,3,6,7-tetrahydro-1H-purin-8-yl)-2-phenylethylcarbamate CN1C(NC(C=2NC(=NC12)C(CC1=CC=CC=C1)NC(OC(C)(C)C)=O)=O)=O